tert-Butyl 1,1-difluoro-2-(6-phenylpyridin-2-yl)-6-azaspiro[2.5]octane-6-carboxylate FC1(C(C12CCN(CC2)C(=O)OC(C)(C)C)C2=NC(=CC=C2)C2=CC=CC=C2)F